4-acetyl-10,10-dimethyl-9-oxo-1-oxa-4-azaspiro[5.5]undec-7-ene-8-carbonitrile C(C)(=O)N1CCOC2(C1)C=C(C(C(C2)(C)C)=O)C#N